C(C)(C)(C)OC(=O)\N=C/1\N(C(CC(N1)(CC)CC)=O)C1CCOC2=CC=C(C=C12)C(=O)OC (E)-methyl 4-(2-((tert-butoxycarbonyl)imino)-4,4-diethyl-6-oxotetrahydropyrimidin-1(2H)-yl)chroman-6-carboxylate